5-[2,3-difluoro-4-[5-methyl-1-[2-oxo-2-(2-pyridylamino)ethyl]pyrazol-4-yl]phenyl]-1-methyl-imidazole-2-carboxamide FC1=C(C=CC(=C1F)C=1C=NN(C1C)CC(NC1=NC=CC=C1)=O)C1=CN=C(N1C)C(=O)N